[K].[K].C1(C=CC(C=C1)=O)=O benzoquinone di-potassium salt